C[SH-]C(OCC1CC(C1)O[Si](C)(C)C(C)(C)C)=S O-(((1r,3r)-3-((tert-butyldimethylsilyl) oxy) cyclobutyl) methyl) S-methyldithiocarbonate